C1(=CC=C(C=C1)C1=NC(=NC(=N1)C1=CC=CC=C1)C1=CC=2C3(C4=CC=CC=C4C2C=C1)C1=CC=CC=C1C=1C=CC=CC13)C1=CC=CC=C1 2-[(1,1'-biphenyl)-4-yl]-4-phenyl-6-[9,9'-spirobi(9H-Fluoren)-2-yl]-1,3,5-triazine